7-(methyl(piperidin-4-yl)amino)-3-(2-methyl-2H-indazol-5-yl)quinazolin-4(3H)-one, hydrochloride Cl.CN(C1=CC=C2C(N(C=NC2=C1)C1=CC2=CN(N=C2C=C1)C)=O)C1CCNCC1